creatin phosphate P(=O)(O)(O)O.O=C(O)CN(C)C(N)=N